ClC1=C2C=NNC2=CC=C1C[C@@H](CNC(C[C@H](C)C1=CC=CC=C1)=O)N(C)C (S)-N-((S)-3-(4-chloro-1H-indazol-5-yl)-2-(dimethylamino)propyl)-3-phenylbutanamide